C(C)OC(=O)C1=C[C@@H]([C@@H]([C@H](C1)N1C(C2=CC=CC=C2C1=O)=O)[N+](=O)[O-])O (3S,4R,5S)-5-(1,3-dioxoisoindol-2-yl)-3-hydroxy-4-nitrocyclohex-1-ene-1-carboxylic acid ethyl ester